N1(CC=CC1)C(=O)OCC1=CC=CC=C1 benzyl 2,5-dihydropyrrole-1-carboxylate